2-(2-chlorophenyl)-3-(pyridin-4-yl)-4,5,6,7-tetrahydropyrazolo[1,5-a]pyrazine hydrogen chloride Cl.ClC1=C(C=CC=C1)C1=NN2C(CNCC2)=C1C1=CC=NC=C1